C1(=CC=CC=C1)COCCN phenylmethoxylethylamine